Cl.ClCC1=C2C=CC=NC2=C(C=C1)[O-] 5-(chloromethyl)-8-quinolinolate hydrochloride